NC=1C(=C2C=3C(=C(C(=C(C3C3=CC=CC=C3C2=CC1)N)N)N)N)N hexaaminotriphenylene